C(C)OC(=O)C1(C(CN(CC1)CC1=CC=CC=C1)O)CC1=CC=CC=C1 1,4-dibenzyl-3-hydroxy-4-piperidinecarboxylic acid ethyl ester